N12C=CCNC2CCC1 1,5-diazabicyclo-[4.3.0]nonene